FC=1C=C(C(=NC1)N1CCN(CC1)C(=O)OC(C)(C)C)OC 1-Tert-butyl 4-(5-fluoro-3-methoxypyridin-2-yl)piperazine-1-carboxylate